(R)-2-(3-amino-3-methylpyrrolidin-1-yl)-5-(4-chloro-2-methyl-2H-indazol-5-yl)-3-methyl-3,7-dihydro-4H-pyrrolo[2,3-d]pyrimidin-4-one N[C@]1(CN(CC1)C=1N(C(C2=C(N1)NC=C2C2=C(C1=CN(N=C1C=C2)C)Cl)=O)C)C